2,6-Difluoro-N-(1-{[4-hydroxy-2-(trifluoromethyl)phenyl]methyl}-1H-pyrazol-3-yl)benzamide FC1=C(C(=O)NC2=NN(C=C2)CC2=C(C=C(C=C2)O)C(F)(F)F)C(=CC=C1)F